2-((3-bromobenzyl)oxy)benzoic acid BrC=1C=C(COC2=C(C(=O)O)C=CC=C2)C=CC1